6-([1,1'-biphenyl]-4-yloxy)-pyridin-3-amine C1(=CC=C(C=C1)OC1=CC=C(C=N1)N)C1=CC=CC=C1